N-[(2-chloro-3-fluorophenyl)methyl]-6-methyl-4-[(1-methylcyclopropyl)amino]furo[2,3-d]pyrimidine-5-carboxamide ClC1=C(C=CC=C1F)CNC(=O)C1=C(OC=2N=CN=C(C21)NC2(CC2)C)C